methyl 4-[[(2R,3S,4S,SR)-3-(3,4-difluoro-2-vinyl-phenyl)-4,5-dimethyl-5-(trifluoromethyl)tetrahydrofuran-2-carbonyl]amino]pyridine-2-carboxylate FC=1C(=C(C=CC1F)[C@H]1[C@@H](O[C@@]([C@H]1C)(C(F)(F)F)C)C(=O)NC1=CC(=NC=C1)C(=O)OC)C=C |&1:11|